C1(=CC=CC=C1)N1C(N(C2=C1C=CC=C2)C2=CC=CC=C2)=O 1,3-Dihydro-1,3-diphenyl-2H-benzimidazol-2-on